(N-Phenylaminopropyl)trimethoxysilan C1(=CC=CC=C1)NCCC[Si](OC)(OC)OC